NCC(=O)C1=C(C(NCC2=CC=CC=C2)(C(CN)=O)C(CN)=O)C=CC=C1 triglycyl-bisbenzylamine